FC(C=1C=C(C=C(C1)C(F)(F)F)S(=O)(=O)Cl)(F)F 3,5-Ditrifluoromethylbenzenesulfonyl chloride